NC(C)(C)C1=CC(=NC(=C1)C1=C(C(=CC=C1)C)C)OC1[C@@H]2CN(C[C@H]12)C(=O)C=1C=C(C=2N(C1)C=C(N2)C)C(F)(F)F ((1R,5S,6s)-6-((4-(2-aminopropan-2-yl)-6-(2,3-dimethylphenyl)pyridin-2-yl)oxy)-3-azabicyclo[3.1.0]hexan-3-yl)(2-methyl-8-(trifluoromethyl)imidazo[1,2-a]pyridin-6-yl)methanone